(S)-1,2,3,4-tetrahydroisoquinoline-1-formate [C@@H]1(NCCC2=CC=CC=C12)C(=O)[O-]